ICCC=1C=C(C=2[C@H]3[C@H](C(OC2C1)(C)C)CCC(=C3)C)O (6Ar,10aR)-3-(2-iodoethyl)-6,6,9-trimethyl-6a,7,8,10a-tetrahydrobenzo[c]chromen-1-ol